C(C1=CC=CC=C1)OC=1C2=C(C=3N(C1C(=O)OC)N=CN3)C=CS2 methyl 6-(benzyloxy)thieno[3,2-c][1,2,4]triazolo[1,5-a]pyridine-5-carboxylate